FC(OCC[C@H]1NC[C@H](C1)OC1=CC=C(C=C1)C(F)(F)F)F (2R,4S)-2-(2-(difluoromethoxy)ethyl)-4-(4-(trifluoromethyl)phenoxy)pyrrolidine